6-butyl-5-(2,6-dimethoxyphenyl)-4-hydroxy-3-(pyridin-2-ylsulfonyl)pyridin-2(1H)-one C(CCC)C1=C(C(=C(C(N1)=O)S(=O)(=O)C1=NC=CC=C1)O)C1=C(C=CC=C1OC)OC